tert-Butyl (E)-3-(1-(cyclopropylmethyl)-2-(2-nitroprop-1-en-1-yl)-1H-indol-7-yl)azetidine-1-carboxylate Ammonium acetate C(C)(=O)[O-].[NH4+].C1(CC1)CN1C(=CC2=CC=CC(=C12)C1CN(C1)C(=O)OC(C)(C)C)\C=C(/C)\[N+](=O)[O-]